OC1=CC2=C(N=C(S2)C(=O)O)C=C1 6-hydroxy-benzothiazole-2-carboxylic acid